COC([C@H]([C@H](CC)C)N1C(CN(CC1)S(=O)(=O)C1=CC=C(C=C1)[N+](=O)[O-])=O)=O (2S,3S)-3-methyl-2-[4-(4-Nitrobenzene-1-sulfonyl)-2-oxopiperazin-1-yl]pentanoic acid methyl ester